(S)-5-(2-((tert-Butyldimethylsilyl)oxy)ethyl)-1,2,5-thiadiazolidine-3-carboxylic acid 1,1-dioxide [Si](C)(C)(C(C)(C)C)OCCN1C[C@H](NS1(=O)=O)C(=O)O